2-prop-2-ynoxyethyl 4-methylbenzenesulfonate CC1=CC=C(C=C1)S(=O)(=O)OCCOCC#C